calcium monothiophosphoric acid salt P([O-])([O-])(O)=S.[Ca+2]